2-[2-(aminomethyl)-3,3-difluoro-allyl]-4-[[5-[4-(morpholine-4-carbonyl)phenyl]-2-thienyl]methyl]-1,2,4-triazol-3-one NCC(CN1N=CN(C1=O)CC=1SC(=CC1)C1=CC=C(C=C1)C(=O)N1CCOCC1)=C(F)F